FC1=C(C(=C(C(=C1N)F)F)F)F.[S] sulfur pentafluoroaniline